N'-acetyl-4-amino-N-((1-(2-fluorophenyl)-1H-pyrazol-3-yl)methyl)-N',1-dimethyl-1H-pyrazolo[4,3-c]quinoline-8-carbohydrazide C(C)(=O)N(N(C(=O)C1=CC=2C3=C(C(=NC2C=C1)N)C=NN3C)CC3=NN(C=C3)C3=C(C=CC=C3)F)C